ClC=1C=C(C2=C(N1)N(N=C2I)COCC[Si](C)(C)C)C(=O)OCC ethyl 6-chloro-3-iodo-1-((2-(trimethylsilyl) ethoxy) methyl)-1H-pyrazolo[3,4-b]pyridine-4-carboxylate